2-(4-(3-isopropyl-2-(4,4,5,5-tetramethyl-1,3-dioxol-2-yl)-1H-indol-5-yl)piperidin-1-yl)acetamide C(C)(C)C1=C(NC2=CC=C(C=C12)C1CCN(CC1)CC(=O)N)C1OC(C(O1)(C)C)(C)C